FC1=CC=C2C=CC=C(C2=C1)N1CC=2N=C(N=C(C2CC1)N1CC(NCC1)CC#N)OC[C@H]1N(CCC1)C 2-[4-[7-(7-fluoro-1-naphthyl)-2-[[(2S)-1-methylpyrrolidin-2-yl]methoxy]-6,8-dihydro-5H-pyrido[3,4-d]pyrimidin-4-yl]piperazin-2-yl]acetonitrile